(S)-(2-Methyl-4-phenoxyphenyl)-4-oxo-N-((1S,3R)-3-propionamidocyclopentyl)-4,5-dihydro-3H-1-thia-3,5,8-triazaacenaphthylene-2-carboxamide CC1=C(C=CC(=C1)OC1=CC=CC=C1)N1C2=C(SC=3N=CC=C(NC1=O)C32)C(=O)N[C@@H]3C[C@@H](CC3)NC(CC)=O